3-(difluoromethoxy)-4-[4-(difluoromethylsulfonyl)-3-methyl-phenyl]-1H-pyrazolo[4,3-c]pyridine FC(OC1=NNC2=C1C(=NC=C2)C2=CC(=C(C=C2)S(=O)(=O)C(F)F)C)F